ClC=1C=C(C=CC1F)NC(=O)C1=C(N=C2N1CCC2)C2CC1CC(CC1C2)(C(F)(F)F)O N-(3-Chloro-4-fluorophenyl)-2-(5-hydroxy-5-(trifluoromethyl)octahydropentalen-2-yl)-6,7-dihydro-5H-pyrrolo[1,2-a]imidazole-3-carboxamide